C1=CC(=CC=C1N=[N+]=[N-])OC2=CC=C(C=C2)N=[N+]=[N-] 4,4'-diazidodiphenyl ether